α,α,4,5-tetrafluoro-2-iodo-phenylpropionic acid FC(C(=O)O)(CC1=C(C=C(C(=C1)F)F)I)F